C1(=CC(=CC=C1)NC(C(=O)O)=O)C1=CC=CC=C1 2-([1,1'-biphenyl]-3-ylamino)-2-oxoacetic acid